methyl-dimethoxy(N-methyl-acetamido)silane C[Si](N(C(C)=O)C)(OC)OC